CNCCNCCO N-methyl-2-hydroxyethyl-ethylenediamine